ClC1=CC(=NC=2N1N=C(C2)C=O)C2CC2 7-chloro-5-cyclopropylpyrazolo[1,5-a]pyrimidine-2-carbaldehyde